O[C@H]1CN(CC[C@H]1NC1=CC=C(C=N1)C#N)S(=O)(=O)C1=CC=C(C=C1)C=1C(=C2C(=NC1)NC=C2)C 6-[[(3S,4R)-3-hydroxy-1-[4-(4-methyl-1H-pyrrolo[2,3-b]pyridin-5-yl)phenyl]sulfonyl-4-piperidinyl]amino]pyridine-3-carbonitrile